C1(=CC=CC=C1)C=1C(=C2C(=CC1)N=C1C=CC3=C4C=CC=CC4=NC3=C12)C1=NC=C(C(=N1)C1=CC=CC=2C3=CC=CC=C3NC12)C1=CC=CC=C1 phenyl[phenyl(carbazolyl)pyrimidinyl]indolocarbazole